3-(4-ethylphenyl)-5-((2-phenylcyclopropyl)thio)-4H-1,2,4-triazole C(C)C1=CC=C(C=C1)C1=NN=C(N1)SC1C(C1)C1=CC=CC=C1